CC=1N=C(SC1CSC1=CC(=C(OCC(=O)O)C=C1)C)C1=CC=C(C=C1)C(F)(F)F {4-[{{4-methyl-2-[4-(trifluoromethyl)phenyl]-1,3-thiazol-5-yl}methyl}sulfanyl]-2-methylphenoxy}acetic acid